2-benzylphenylsulfonium C(C1=CC=CC=C1)C1=C(C=CC=C1)[SH2+]